3-(4-amino-7-(1H-pyrazol-3-yl)-2H-pyrazolo[4,3-c]quinolin-2-yl)-3-methylbutan-1-ol NC1=NC=2C=C(C=CC2C=2C1=CN(N2)C(CCO)(C)C)C2=NNC=C2